BrC1=CC2=C(N(C(=N2)NC2=CC=C(C(=O)NO)C=C2)CCOC)C=C1 4-(5-bromo-1-(2-methoxyethyl)-1H-benzo[d]imidazol-2-ylamino)-N-hydroxybenzamide